5-(7,8-Dimethyl-[1,2,4]triazolo[1,5-a]pyridin-6-yl)-1-((1S,4S)-4-(dipropylamino)cyclohexyl)-6-isopropyl-1,3-dihydro-2H-benzo[d]imidazol-2-on CC1=C(C=2N(C=C1C1=CC3=C(N(C(N3)=O)C3CCC(CC3)N(CCC)CCC)C=C1C(C)C)N=CN2)C